ClC1=C(CNC2=C3C(=NC(=N2)CO)N(N=C3)[C@H]3[C@@H]([C@@H]([C@H](O3)COCP(O)(O)=O)O)O)C=CC=C1 ((((2R,3S,4R,5R)-5-(4-((2-chlorobenzyl)amino)-6-(hydroxymethyl)-1H-pyrazolo[3,4-d]pyrimidin-1-yl)-3,4-dihydroxytetrahydrofuran-2-yl)methoxy)methyl)phosphonic acid